O1CCC2=C1C=CC=C2C=2CC[C@@H](CN2)C |r| rac-(3S)-6-(2,3-dihydrobenzofuran-4-yl)-3-methyl-2,3,4,5-tetrahydropyridine